FC(C=1C(=C(C=CC1)[C@@H](C)NC=1C2=C(N=C(N1)C)C=NC(=C2)S(=O)(=O)Cl)F)F (R)-4-((1-(3-(difluoromethyl)-2-fluorophenyl)ethyl)amino)-2-methylpyrido[3,4-d]pyrimidine-6-sulfonylchloride